C1(CCCCC1)[C@@H](C(=O)NC1=CC=C(C=C1)C=1N=CN(C1C(F)(F)F)C)NC(=O)C=1N(N=CC1)C(C)C N-[(1S)-1-cyclohexyl-2-[4-[1-methyl-5-(trifluoromethyl)imidazol-4-yl]anilino]-2-oxo-ethyl]-2-isopropyl-pyrazole-3-carboxamide